3-methyl-5-(N-phenethylsulfamoyl)benzo[B]thiophene-2-carboxylic acid CC=1C2=C(SC1C(=O)O)C=CC(=C2)S(NCCC2=CC=CC=C2)(=O)=O